(E)-4-(dimethylamino)-N-(1-(5-methylthiophene-2-carbonyl)piperidin-4-yl)but-2-enamide CN(C/C=C/C(=O)NC1CCN(CC1)C(=O)C=1SC(=CC1)C)C